C1(=CC=CC=C1)CCCC1OCCC1 2-(3-phenylpropyl)tetrahydrofuran